N-(2-bromo-5-fluoro-phenyl)-3,3-dimethoxy-propanamide BrC1=C(C=C(C=C1)F)NC(CC(OC)OC)=O